N1N=CC2=CC(=CC=C12)C=1C=CC=2N(C3=CC=C(C=C3OC2C1)C=1C=C2C=NNC2=CC1)CCN1[C@@H]2CN([C@H](C1)C2)C 3,7-di(1H-indazol-5-yl)-10-(2-((1S,4S)-5-methyl-2,5-diazabicyclo[2.2.1]heptan-2-yl)ethyl)-10H-phenoxazine